N-[2-[2-[2-[2-[2,3-bis[(Z)-octadec-9-enoxy]propoxy]ethoxy]ethoxy]ethoxy]ethyl]-1H-imidazole-4-carboxamide C(CCCCCCC\C=C/CCCCCCCC)OC(COCCOCCOCCOCCNC(=O)C=1N=CNC1)COCCCCCCCC\C=C/CCCCCCCC